ethyltrifluoroborate potassium salt [K+].C(C)[B-](F)(F)F